C(CCC)(=O)OC=1C(=NC=CC1OC)C(N[C@@H](C)C1=NOC(=N1)C1C(C1C1=CC=C(C=C1)C(F)(F)F)C1=CC=C(C=C1)Cl)=O 2-(((1S)-1-(5-(2-(4-chlorophenyl)-3-(4-(trifluoromethyl)phenyl)cyclopropyl)-1,2,4-oxadiazol-3-yl)ethyl)carbamoyl)-4-methoxypyridin-3-yl butyrate